7-fluoro-4-(8-fluoro-2-(((2R,7aS)-2-fluorotetrahydro-1H-pyrrolizin-7a(5H)-yl)methoxy)-4-(3-methylazetidin-1-yl)-6-(trifluoromethyl)quinazolin-7-yl)benzo[d]thiazol-2-amine FC1=CC=C(C=2N=C(SC21)N)C2=C(C=C1C(=NC(=NC1=C2F)OC[C@]21CCCN1C[C@@H](C2)F)N2CC(C2)C)C(F)(F)F